isopropyl (S)-6-diazo-2-((S)-2-hydroxy-2-(thiazol-2-yl)acetamido)-5-oxohexanoate [N+](=[N-])=CC(CC[C@@H](C(=O)OC(C)C)NC([C@@H](C=1SC=CN1)O)=O)=O